BrC=1C2=C(N(CCC1C(=O)O)S(=O)(=O)C1=CC(=C(C=C1)OC)F)C=CC=C2 5-bromo-1-((3-fluoro-4-methoxyphenyl)sulfonyl)-2,3-dihydro-1H-benzo[b]azepine-4-carboxylic acid